ClC1=CSC(=C1)C1=NC=NC(=C1)NCCN1C(=CC2=C(C=C(C=C12)F)C)C 3-Chloro-5-{6-[2-(6-fluoro-2,4-dimethyl-indol-1-yl)-ethylamino]-pyrimidin-4-yl}-thiophen